C(\C=C\C(=O)OCCCCCC)(=O)OCCCCCC Dihexyl Fumarate